tert-butyl 4-[[iodo(triphenyl)-λ5-phosphanyl]methyl]piperidine-1-carboxylate IP(C1=CC=CC=C1)(C1=CC=CC=C1)(C1=CC=CC=C1)CC1CCN(CC1)C(=O)OC(C)(C)C